C(CCCCSCC(=O)O)SCC(=O)O 2,2'-[1,5-pentanediylbis(thio)]diacetic acid